(3R,4R)-3-amino-4-(hydroxymethyl)pyrrolidine-1-carboxylic acid benzyl ester C(C1=CC=CC=C1)OC(=O)N1C[C@@H]([C@@H](C1)CO)N